tert-butyl (3-{[(6-chloro-4-ethyl-1H-imidazo[4,5-c]pyridin-2-yl)amino]methyl}-6'-cyclopropyl-4'-methoxy[2,3'-bipyridin]-4-yl)carbamate ClC1=CC2=C(C(=N1)CC)N=C(N2)NCC=2C(=NC=CC2NC(OC(C)(C)C)=O)C=2C=NC(=CC2OC)C2CC2